(1,1-dioxothietan-3-yl)methanol exo-tert-butyl-2-(2-bromo-6-chloropyridin-4-yl)-3-oxa-8-azabicyclo[3.2.1]octane-8-carboxylate C(C)(C)(C)C12C(OCC(CC1)N2C(=O)OCC2CS(C2)(=O)=O)C2=CC(=NC(=C2)Cl)Br